C[N+](CCC(=O)[O-])(CCOC(C(=C)C)=O)C Dimethyl(2-methacryloyloxyethyl)(2-carboxylatoethyl)aminium